NC1=NC=CC=C1C1=NC=2C(=NC(=CC2)C2=C(C=CC=C2)Cl)N1C1=CC=C(CN2CCC(CC2)NC2=NC(=NC=C2)C#N)C=C1 4-((1-(4-(2-(2-aminopyridin-3-yl)-5-(2-chlorophenyl)-3H-imidazo[4,5-b]pyridin-3-yl)benzyl)piperidin-4-yl)amino)pyrimidine-2-carbonitrile